N1=CC=C(C=C1)/C=C/C1=C(C=C(C(=C1)\C=C\C1=CC=NC=C1)\C=C\C1=CC=NC=C1)\C=C\C1=CC=NC=C1 1,2,4,5-tetra((E)-2-(4-pyridyl)ethenyl)benzene